NCCOCCN mono(2-aminoethyl)ether